2-(3-ethylsulfonyl-5-bromo-2-pyridyl)-7-trifluoromethyl-[1,2,4]triazolo[1,5-c]pyrimidine C(C)S(=O)(=O)C=1C(=NC=C(C1)Br)C1=NN2C=NC(=CC2=N1)C(F)(F)F